C(N)(=O)C1=CC(=C(C=C1)C=1C=[N+](C=C(C1)CN1[C@H](COCC1)C(N[C@@H](C)C1=CC=C(C=C1)C(=O)O)=O)[O-])C 3-(4-carbamoyl-2-methylphenyl)-5-(((R)-3-(((S)-1-(4-carboxyphenyl)ethyl)carbamoyl)morpholino)methyl)pyridine 1-oxide